S-Methyl-3-methylthiobutanoate CS=C(CC(C)C)[O-]